[K+].[Ag+2] silver (II) potassium